O=C1CC[C@H](N1)C(=O)OCCCCCCCC (S)-octyl 5-oxopyrrolidine-2-carboxylate